COC1=CC2=CC=3C4=CC=CC=C4C4=CC=CC=C4C3C=C2C2=CC=CC=C12 11-methoxynaphtho[2,1-b]triphenylene